methyl 5-[(2-chloro-5-fluorophenyl)amino]-4-nitrothiophene-2-carboxylate ClC1=C(C=C(C=C1)F)NC1=C(C=C(S1)C(=O)OC)[N+](=O)[O-]